C(C)N1C(=NC2=C1N(C(C(=C2N2C[C@H](N(C[C@@H]2C)C(=O)OC(C)(C)C)C)F)=O)C)C=O tert-butyl (2R,5S)-4-(3-ethyl-6-fluoro-2-formyl-4-methyl-5-oxo-4,5-dihydro-3H-imidazo[4,5-b]pyridin-7-yl)-2,5-dimethylpiperazine-1-carboxylate